(R)-4-(7-(1H-pyrazol-5-yl)-4-(1H-pyrrolo[2,3-b]pyridin-4-yl)imidazo[1,5-b]pyridazin-2-yl)-3-methylmorpholine N1N=CC=C1C1=NC=C2N1N=C(C=C2C2=C1C(=NC=C2)NC=C1)N1[C@@H](COCC1)C